3-((3-Exo)-3-((2-methyl-6-((5-methyl-1H-pyrazol-3-yl)amino)-[1,2,4]triazolo[1,5-a]pyrazin-8-yl)amino)-8-azabicyclo[3.2.1]oct-8-yl)propionitrile CC1=NN2C(C(=NC(=C2)NC2=NNC(=C2)C)NC2CC3CCC(C2)N3CCC#N)=N1